[Li].C1(=CC=CC=C1)C=1C(=CC=CC1)C1=CC=CC=C1 terphenyl lithium